(3S,4R,5R,6S)-1-[6-({2-[2-(4-fluorophenyl)-1,3-thiazol-4-yl]-2-propanyl}oxy)hexyl]-3,4,5,6-azepanetetrol FC1=CC=C(C=C1)C=1SC=C(N1)C(C)(C)OCCCCCCN1C[C@@H]([C@H]([C@@H]([C@H](C1)O)O)O)O